9-(tert-butyl) 1-methyl (2S)-2-((tert-butoxycarbonyl)amino)-8-((diphenylmethylene)amino)-5-oxononanedioate C(C)(C)(C)OC(=O)N[C@H](C(=O)OC)CCC(CCC(C(=O)OC(C)(C)C)N=C(C1=CC=CC=C1)C1=CC=CC=C1)=O